(2R,6R)-N-(3-azabicyclo[3.2.1]octan-8-yl)-6-methyl-4-[8-(trifluoromethyl)-5-quinolinyl]morpholine-2-carboxamide C12CNCC(CC1)C2NC(=O)[C@H]2CN(C[C@H](O2)C)C2=C1C=CC=NC1=C(C=C2)C(F)(F)F